N-[(1S)-1-(dicyclopropyl-methyl)-2-[[3-fluoro-1-[(1SR)-2-methoxy-1-(6-oxo-1H-pyridazin-5-yl)ethyl]pyrazol-4-yl]amino]-2-oxo-ethyl]-4-methyl-1,2,5-oxadiazole-3-carboxamide C1(CC1)C([C@@H](C(=O)NC=1C(=NN(C1)[C@H](COC)C1=CC=NNC1=O)F)NC(=O)C1=NON=C1C)C1CC1 |&1:13|